CC1=NC=CC(=C1)NC(=O)C1=CC=C(C=C1)C1=CC=C(C=C1)C(=O)NC1=CC(=NC=C1)C N4,N4'-bis(2-methylpyridin-4-yl)-[1,1'-biphenyl]-4,4'-dicarboxamide